(R)-2-fluoro-N-(8-methylisoquinolin-1-yl)-N-(piperidin-3-yl)-4-(quinazolin-2-ylamino)benzamide FC1=C(C(=O)N([C@H]2CNCCC2)C2=NC=CC3=CC=CC(=C23)C)C=CC(=C1)NC1=NC2=CC=CC=C2C=N1